O1[C@H](COC2=C1C=CC=C2)CN2C[C@H](CCC2)C2=CC(=CC=C2)F |o1:13| (R*)-1-[(S)-1-(2,3-dihydrobenzo[1,4]dioxin-2-yl)methyl]-3-(3-fluorophenyl)piperidine